4-(2-(dimethylamino)-2-oxoethyl)-3-((2-methoxybenzyl)carbamoyl)-3-methyl-5-oxo-2,3,4,5-tetrahydropyrido[2',3':4,5]furo[2,3-f][1,4]oxazepine-8-carboxylic acid CN(C(CN1C(COC2=C(C1=O)OC1=C2N=CC(=C1)C(=O)O)(C)C(NCC1=C(C=CC=C1)OC)=O)=O)C